FC=1C(=CC=C2C(N3N(C12)COCC3)=O)NC3=NC=C(C(=N3)N[C@H](CO)C3=CC=C(C=C3)F)C=3OC=NN3 (S)-10-fluoro-9-((4-((1-(4-fluorophenyl)-2-hydroxyethyl)amino)-5-(1,3,4-oxadiazol-2-yl)pyrimidin-2-yl)amino)-3,4-dihydro-1H,6H-[1,3,4]oxadiazino[3,4-a]indazol-6-one